C[C@H]1N(CCN(C1)C1=NC=C(C=N1)C(F)(F)F)C(=O)OCC1CC2(CN(C2)CC2=CC=CC=C2)C1 {2-benzyl-2-azaspiro[3.3]heptan-6-yl}methyl (2R)-2-methyl-4-[5-(trifluoromethyl)pyrimidin-2-yl]piperazine-1-carboxylate